(R)-4-((1r,4s)-4-(3-bromo-2-methylphenoxy)cyclohexyl)-2-methylbutanal BrC=1C(=C(OC2CCC(CC2)CC[C@H](C=O)C)C=CC1)C